C[C@@]1(NC(NC1=O)=O)CCC(=O)O 3-[(4R)-4-methyl-2,5-dioxo-imidazolidin-4-yl]propanoic acid